ClC1=C(C(=NN1C)C(F)F)CSC1=NOC(C1)(C)CC 3-(((5-chloro-3-(difluoromethyl)-1-methyl-1H-pyrazol-4-yl)methyl)thio)-5-ethyl-5-methyl-4,5-dihydroisoxazole